[Cl-].C(=O)(O)C1C(CCC2=CC=C(C=C12)OC1=C(C=C(C=C1)[N+](=O)[O-])C1=CC=CC2=CC=CC=C12)[NH3+] carboxy-7-(2-(naphthalen-1-yl)-4-nitrophenoxy)-1,2,3,4-tetrahydronaphthalene-2-aminium chloride